sodium 3-tert-butyl-thiophenolate C(C)(C)(C)C=1C=C(C=CC1)[S-].[Na+]